FC(C=1OC(=NN1)C=1C=NC(=CC1)CN1N=NC(=C1)CC1CCNCC1)F 2-(difluoromethyl)-5-(6-((4-(piperidin-4-ylmethyl)-1H-1,2,3-triazol-1-yl)methyl)pyridin-3-yl)-1,3,4-oxadiazole